F[C@@H]1C2CC[C@@H](C[C@@H]1N(C=1N=CC(=NC1)C1=C(C=C(C=C1)C1=CC=NN1)O)C)N2 2-(5-{[(2R,3S,5S)-2-fluoro-8-azabicyclo[3.2.1]octan-3-yl](methyl)amino}pyrazin-2-yl)-5-(1H-pyrazol-5-yl)phenol